2,3-dihydroxypropionyl-selenocysteine sulfide OC(C(=O)[NH+]([C@@H](C[SeH])C(=O)O)[S-])CO